NC1=CC=C(C=C1)CCCOCC1=CC=C(C=C1)C=1C=C2C(=NC=NN2C1)C1=CC(=C(C=C1)CNC(OC(C)(C)C)=O)C tert-butyl N-[[4-[6-[4-[3-(4-aminophenyl)propoxymethyl]phenyl]pyrrolo[2,1-f][1,2,4]triazin-4-yl]-2-methyl-phenyl]methyl]carbamate